C(C)(=O)N[C@H]1C[C@H](CCC1)C(=O)NC1=NC=C(C(=C1)C=1C=C(N2CC(CC12)(C)C)C#N)F (1S,3R)-3-acetylamino-N-(4-(5-cyano-2,2-dimethyl-2,3-dihydro-1H-pyrrolizin-7-yl)-5-fluoropyridin-2-yl)cyclohexane-1-carboxamide